3-[(Z)-2-fluoro-2-(imidazo[1,2-b]pyridazin-3-yl)ethenyl]-N-[(1S,2S)-2-hydroxycyclohexyl]-4-methylbenzamide F\C(=C/C=1C=C(C(=O)N[C@@H]2[C@H](CCCC2)O)C=CC1C)\C1=CN=C2N1N=CC=C2